C(C)(C)(C)OC(=O)N1[C@H]2CC(C[C@@H]1CC2)OCC=2C(=NOC2C2CC2)C2=C(C=CC=C2Cl)Cl (1R,3r,5S)-3-((5-cyclopropyl-3-(2,6-dichlorophenyl)isoxazol-4-yl)methoxy)-8-azabicyclo[3.2.1]octane-8-carboxylic acid tert-butyl ester